C(C)(C)(C)C1=CC=C(C=C1)NC1=CC=C(C=C1)C(C)(C)C bis-(4-(t-butyl)phenyl)amine